C(C)(C)(C)OC(=O)N1C(CCC1)C(=O)OC(C)(C)C pyrrolidine-1,2-dicarboxylic acid di-tert-butyl ester